C(C)C1=CC=2C(C3=CC=CC=C3SC2C(=C1)CC)=C 2,4-diethyl-9-methylene-9H-thioxanthene